5-methyltetrahydrofolic acid potassium salt [K+].CN1C=2C(NC(=NC2NCC1CNC1=CC=C(C(N[C@@H](CCC(=O)[O-])C(=O)O)=O)C=C1)N)=O